Cl.NC1=C(C=C(N=N1)C1=C(C=CC=C1)O)C1=CC=C(C=C1)N1CCN(CC1)C1CCC(CC1)N 2-(6-amino-5-(4-(4-(4-aminocyclohexyl)piperazin-1-yl)phenyl)pyridazin-3-yl)phenol hydrochloride